C(N)(=N)C=1C=C(SC1)[C@H](NC(=O)[C@H]1N(C[C@@H](C1)OC(F)F)C(CNC(C1=CC=C(C=C1)OC1=CC=CC=C1)=O)=O)C1CC1 (2S,4R)-N-((R)-(4-carbamimidoylthiophen-2-yl)(cyclopropyl)methyl)-4-(difluoromethoxy)-1-((4-phenoxybenzoyl)glycyl)pyrrolidine-2-carboxamide